Tri(3,3-dimethyl-2-hexyl)citrat CC(C(C)C(C(C(C(=O)[O-])(C(C)C(CCC)(C)C)C(C)C(CCC)(C)C)(O)C(=O)[O-])C(=O)[O-])(CCC)C